methyl 4-amino-3-(ethylamino)-5-isopropoxybenzoate NC1=C(C=C(C(=O)OC)C=C1OC(C)C)NCC